FC=1C=C(C=CC1)C1COC2=CC(=CC=C2C1)OC1OCCCC1 3-(3-fluorophenyl)-7-((tetrahydro-2H-pyran-2-yl)oxy)chroman